3-Fluorobenzaldehyde-O-(1-methyl-1H-imidazole-4-carbonyl) oxime CN1C=NC(=C1)C(=O)ON=CC1=CC(=CC=C1)F